N,N-dimethylpyrrolidinium difluorooxalate borate B([O-])([O-])[O-].C(C(=O)F)(=O)F.C[N+]1(CCCC1)C.C[N+]1(CCCC1)C.C[N+]1(CCCC1)C